sodium butanedione CC(C(C)=O)=O.[Na]